COCCN(C=1N=C(C=2N=C(N=C(C2N1)N1CC(N(CC1)C)=O)N1CC2=C(CC1)NC=N2)N2CCC(CC2)OC)CCOC 4-(6-(bis(2-methoxyethyl)amino)-8-(4-methoxypiperidin-1-yl)-2-(1,4,6,7-tetrahydro-5H-imidazo[4,5-c]pyridin-5-yl)pyrimido[5,4-d]pyrimidin-4-yl)-1-methylpiperazin-2-one